(2-{[(tert-butoxy)carbonyl]amino}-7-fluoro-1,3-benzothiazol-4-yl)boronic acid C(C)(C)(C)OC(=O)NC=1SC2=C(N1)C(=CC=C2F)B(O)O